(S)-5-(1H-imidazol-1-yl)-2-(5-(methyl(pyrrolidin-3-yl)amino)pyrazin-2-yl)phenol N1(C=NC=C1)C=1C=CC(=C(C1)O)C1=NC=C(N=C1)N([C@@H]1CNCC1)C